C1(=CC=CC=C1)N(C1=CC=2C3=C(NC2C=C1)C=CN=C3)C3=CC=CC=C3 N,N-diphenyl-5H-pyrido[4,3-b]indol-8-amine